tert-Butyl (S)-3-(4-amino-3-iodo-1H-pyrazolo[3,4-d]pyrimidin-1-yl)pyrrolidine-1-carboxylate NC1=C2C(=NC=N1)N(N=C2I)[C@@H]2CN(CC2)C(=O)OC(C)(C)C